1-(3-sulfopropyl)-2,2-bipyridine S(=O)(=O)(O)CCCN1C(=CC=CC1)C1=NC=CC=C1